C(C1=CC=CC=C1)OC=1C=C(CC=2C=C3C(=NC2)C(CN3C(=O)OC(C)(C)C)(C)C)C=CC1 tert-Butyl 6-(3-(benzyloxy)benzyl)-3,3-dimethyl-2,3-dihydro-1H-pyrrolo[3,2-b]pyridine-1-carboxylate